C12(C(C1)C(=O)OCC)CCOC1=CC=CC=C12 trans-ethyl spiro[chromane-4,1'-cyclopropane]-2'-carboxylate